ClC1=NC2=CC(=C(C=C2C(=N1)Cl)N1CCOCC1)F 2,4-Dichloro-7-fluoro-6-morpholin-4-yl-quinazoline